(4-(3-(2,6-dichlorophenyl)azetidin-1-yl)-3-fluorobenzyl)-3-methylazetidin-3-ol ClC1=C(C(=CC=C1)Cl)C1CN(C1)C1=C(C=C(CN2CC(C2)(O)C)C=C1)F